2-(3-aminophenyl)-2-methylpropanenitrile NC=1C=C(C=CC1)C(C#N)(C)C